r-gamma-butyrolactone C1(CCCO1)=O